chloro-5-(2-hydroxy-prop-2-yl)pyridine-2-carbonitrile ClC=1C(=NC=C(C1)C(C)(C)O)C#N